N=1C=CN2C1C=CC(=C2)C=2C=CN1NN(C=CC12)NC1CN(C1)C 5-(Imidazo[1,2-a]pyridin-6-yl)-N-(1-methylazetidin-3-yl)pyrrolo[2,1-f]triazin-2-amine